N1(CCNCC1)C1=C(C(=O)OC)C=CC(=C1)OC1OCCCC1 methyl 2-(piperazin-1-yl)-4-((tetrahydro-2H-pyran-2-yl)oxy)benzoate